CC(CO)(C)C1=NNC=C1 3-(3-Methyl-oxabutan-3-yl)-1H-pyrazole